methyl 6-{6-[(4-cyano-2-fluorobenzyl) oxy]-5-fluoropyridin-2-yl}-6-azaspiro[2.5]octane-1-carboxylate C(#N)C1=CC(=C(COC2=C(C=CC(=N2)N2CCC3(CC3C(=O)OC)CC2)F)C=C1)F